O=C1NC(CCC1N1C(C2=CC=CC(=C2C1=O)NCC1=CC(=C(CN2CCN(CC2)C2=C(C=C(C#N)C=C2)C)C=C1)C)=O)=O 4-(4-(4-((2-(2,6-dioxopiperidin-3-yl)-1,3-dioxoisoindolin-4-ylamino)methyl)-2-methylbenzyl)piperazin-1-yl)-3-methylbenzonitrile